C1=CC=CC=2C3=CC=CC=C3C(C12)COC(=O)N[C@H](C(=O)O)CC1=CC=C(C=C1)OC (S)-2-((((9H-fluoren-9-yl)methoxy)carbonyl)amino)-3-(4-methoxyphenyl)propanoic acid